FC1=CNC2=NC=CC(=C21)C(C)OC=2C=C1C(=NN(C1=CC2)C2OCCCC2)I 5-[1-(3-fluoro-1H-pyrrolo[2,3-b]pyridin-4-yl)ethoxy]-3-iodo-1-tetrahydropyran-2-yl-indazole